C1(CC1)[C@H](C)NC(=O)C1=CC2=CC=CC(=C2C=C1)C1=CC=C(C=C1)C(F)(F)F (S)-N-(1-cyclopropylethyl)-5-(4-(trifluoromethyl)phenyl)-2-naphthamide